C(C=C)C(C(CC(=O)O)(C(=O)O)CC=C)(CC(=O)O)C(=O)O diallyl-1,2,3,4-butane-tetracarboxylic acid